C1(CC1)C=1N=NN(C1COC1=CC=C(N=N1)N1CC(NCC1)=O)C1=CC=C(C=C1)C(F)F 4-(6-((4-cyclopropyl-1-(4-(difluoromethyl)phenyl)-1H-1,2,3-triazol-5-yl)methoxy)-pyridazin-3-yl)piperazin-2-one